FC(C1=NN=C(S1)N1C(NC2=C1C=C(C(=C2)F)S(=O)(=O)NC2(COC2)C)=O)F 3-[5-(difluoromethyl)-1,3,4-thiadiazol-2-yl]-6-fluoro-N-(3-methyloxetan-3-yl)-2-oxo-1H-1,3-benzodiazole-5-sulfonamide